(Z)-N-(2-(diethylamino)ethyl)-5-((5-fluoro-2-oxo-1-(piperazine-1-carbonyl)indolin-3-ylidene)methyl)-2,4-dimethyl-1H-pyrrole-3-carboxamide hydrochloride Cl.C(C)N(CCNC(=O)C1=C(NC(=C1C)\C=C\1/C(N(C2=CC=C(C=C12)F)C(=O)N1CCNCC1)=O)C)CC